6-(2-amino-5-(3-(azetidin-1-ylmethyl)-2-fluoro-4-morpholinophenyl)-6-fluoropyridin-3-yl)-7-fluoro-3,4-dihydroisoquinolin-1(2H)-one NC1=NC(=C(C=C1C=1C=C2CCNC(C2=CC1F)=O)C1=C(C(=C(C=C1)N1CCOCC1)CN1CCC1)F)F